1-sulfamoyl-pyrrolidine-3-carboxylic acid S(N)(=O)(=O)N1CC(CC1)C(=O)O